CN1C=CC=2C1=C(N=CC2)N(C(=O)N2CCC(CC2)N2N=CN=N2)[C@H]2CNCCC2 (R)-N-(1-methyl-1H-pyrrolo[2,3-c]pyridin-7-yl)-N-(piperidin-3-yl)-4-(2H-tetrazol-2-yl)piperidine-1-carboxamide